C(C)N1C(C=2N(C=C1C1=CC(=C(C=C1)Cl)F)N=C(C2C(C(F)(F)F)(F)F)C(=O)OC2(CCC2)COC2=C(C=C(C=C2F)Br)F)=O 1-[(4-Bromo-2,6-difluorophenoxy)methyl]cyclobutan-1-ol ethyl-6-(4-chloro-3-fluorophenyl)-4-oxo-3-(pentafluoroethyl)-4,5-dihydropyrazolo-[1,5-a]pyrazine-2-carboxylate